COC(=O)C=1C=C2N(N1)C=C(N2)CO[Si](C)(C)C(C)(C)C 2-(((tert-butyldimethylsilyl)oxy)methyl)-1H-imidazo[1,2-b]Pyrazole-6-carboxylic acid methyl ester